trimethyl-methylphenol CC=1C(=C(C(=C(C1)O)C)C)C